BrC=1N(N=C2C=C(C=CC12)C1=CC=CC2=CC=CC=C12)CCCN(C)C 3-(3-bromo-6-naphthyl-2H-indazol-2-yl)-N,N-dimethylpropan-1-amine